C(C)(C)N([C@@H](C)C(=O)O)P(=O)(OC1=CC=CC=C1)OC[C@@]1(N2[C@@H](C[C@@H](C1=O)CC2)C)COC.CC=2N(C1=CC=CC=C1C2)C2=NC=CC=C2 2-methyl-1-(pyridine-2-yl)indole isopropyl-((((1R,2S,4S,6R)-2-(methoxymethyl)-6-methyl-3-oxoquinuclidin-2-yl)methoxy)(phenoxy)phosphoryl)-L-alaninate